1-(5-bromoisoquinolin-8-yl)-3-(3-(1-(trifluoromethyl)cyclopropyl)isoxazol-5-yl)urea BrC1=C2C=CN=CC2=C(C=C1)NC(=O)NC1=CC(=NO1)C1(CC1)C(F)(F)F